4-(4-benzhydryl-piperazin-1-yl)-6-bromo-1-methyl-2-oxo-1,2-dihydro-1,5-naphthyridine-3-carbonitrile C(C1=CC=CC=C1)(C1=CC=CC=C1)N1CCN(CC1)C1=C(C(N(C2=CC=C(N=C12)Br)C)=O)C#N